C1(CCCCC1)C1=NC(=NO1)N[C@@H]1C[C@H](CC1)NC1=CC=C(C=N1)N1NC=CC=C1 2-(6-(((1S,3S)-3-((5-cyclohexyl-1,2,4-oxadiazol-3-yl)amino)cyclopentyl)amino)pyridin-3-yl)pyridazin